NC=1C(=CN=NC1)C1=NN(C(=C1)N1C(C(CC1)CC1=CC(=C(C(=C1)F)F)F)=O)COCC[Si](C)(C)C 1-(3-(5-aminopyridazin-4-yl)-1-((2-(trimethylsilyl)ethoxy)methyl)-1H-pyrazol-5-yl)-3-(3,4,5-trifluorobenzyl)pyrrolidin-2-one